ClC1=C(C=C(C(=C1)N)[N+](=O)[O-])N 2-chloro-5-nitro-1,4-phenylenediamine